NC1CN(C1)C=1C=CC=2N=CN=C(C2N1)NC1=CC2=C(C=NS2)C=C1 N-(6-(3-Aminoazetidin-1-yl)pyrido[3,2-d]pyrimidin-4-yl)benzo[d]isothiazol-6-amine